4-[[(7R)-8-cyclopentyl-7-ethyl-5-methyl-6-oxo-7H-pteridin-2-yl]amino]-N-(3-hydroxypropyl)-3-methoxy-benzamide C1(CCCC1)N1[C@@H](C(N(C=2C=NC(=NC12)NC1=C(C=C(C(=O)NCCCO)C=C1)OC)C)=O)CC